ClC=1C(=C2C(=NC1NC1=NC(=CC(=C1)NC)C)CCO2)C=2CCCN(CC2)C N2-[6-chloro-7-(1-methyl-2,3,4,7-tetrahydroazepin-5-yl)-2,3-dihydrofuro[3,2-b]pyridin-5-yl]-N4,6-dimethyl-pyridine-2,4-diamine